NC1=CC=C(C=C1)C1=NN(C2=NC=NC(=C21)N)C(C)C 3-(4-aminophenyl)-1-isopropyl-1H-pyrazolo[3,4-d]pyrimidin-4-amine